4-(5-hydroxy-3-phenyl-4,5-dihydro-1H-pyrazol-1-yl)benzoic acid OC1CC(=NN1C1=CC=C(C(=O)O)C=C1)C1=CC=CC=C1